1-[2,6-difluoro-4-(4-methyl-6-propoxy-pyrimidin-2-yl)-phenyl]-pyrrolidin-3-yl-Ethyl acetate C(C)(=O)OCCC1CN(CC1)C1=C(C=C(C=C1F)C1=NC(=CC(=N1)C)OCCC)F